ClC1=CC(=C2CCN(CC2=C1)CC(F)(F)F)[C@H]1N(CCC1)C(=O)[O-] (S)-2-(7-chloro-2-(2,2,2-trifluoroethyl)-1,2,3,4-tetrahydroisoquinoline-5-yl)pyrrolidine-1-carboxylate